N-(3-(5-(4-(tert-butoxy)-2-chlorophenyl)-1H-pyrrolo[2,3-b]pyridine-3-carbonyl)-2,4-difluorophenyl)propane-1-sulfonamide C(C)(C)(C)OC1=CC(=C(C=C1)C=1C=C2C(=NC1)NC=C2C(=O)C=2C(=C(C=CC2F)NS(=O)(=O)CCC)F)Cl